C(\C=C\CC(=O)[O-])(=O)[O-] E-Glutaconate